tert-butyl (4-((2-methyl-2H-indazol-5-yl)carbamoyl)-2-(4-methylpiperazin-1-yl)thiazol-5-yl)carbamate CN1N=C2C=CC(=CC2=C1)NC(=O)C=1N=C(SC1NC(OC(C)(C)C)=O)N1CCN(CC1)C